5-methyl-2'-O,4'-C-methyleneuridine CC=1C(NC(N([C@H]2[C@@H]3OC[C@]([C@H]3O)(CO)O2)C1)=O)=O